CC(C)C1=C(C(=CC(=C1)C(C)C)C(C)C)C1=CC=CC=C1 2',4',6'-tri(propan-2-yl)biphenyl